(2E)-2-Methoxyimino-2-[3-methyl-2-[[(E)-tetrahydronaphthalen-1-ylideneamino]oxymethyl]-phenyl]acetic acid methyl ester COC(/C(/C1=C(C(=CC=C1)C)CO/N=C/1\CCCC2CC=CC=C12)=N/OC)=O